(Z)-N-(2,6-dimethylphenyl)-2-hydroxyimino-3-phenyl-propanamide CC1=C(C(=CC=C1)C)NC(\C(\CC1=CC=CC=C1)=N/O)=O